C1(CCCCC1)NCC1=NC(=CC(=C1)C1=CC=2C(=NC=CC2C=2C=C3C(=NNC3=CC2)N)N1)F 5-(2-(2-((Cyclohexylamino)methyl)-6-fluoropyridin-4-yl)-1H-pyrrolo[2,3-b]pyridin-4-yl)-1H-indazol-3-amine